methyl 2-(4-amino-1-isopropyl-pyrazolo[3,4-d]pyrimidin-3-yl)-1H-indole-6-carboxylate NC1=C2C(=NC=N1)N(N=C2C=2NC1=CC(=CC=C1C2)C(=O)OC)C(C)C